FC=1C(=C2C(=C(C(=C(C2=CC1)[B-](C1=C(C(=C(C2=C(C(=CC=C12)F)F)F)F)F)(C1=C(C(=C(C2=C(C(=CC=C12)F)F)F)F)F)C1=C(C(=C(C2=C(C(=CC=C12)F)F)F)F)F)F)F)F)F.C(CCCCCCCCCCCCCCCCC)[NH+](CCCCCCCCCCCCCCCCCC)C1=C(C=CC=C1)C N,N-di(octadecyl)tolylammonium [tetrakis(pentafluoronaphthyl)borate]